Cl.Cl.Cl.N[C@H](CCCCN)C(=O)O D-lysine tri-hydrochloride